copper-samarium oxide [O-2].[Sm+3].[Cu+2]